ethyl 3-[6-(tert-butoxycarbonylamino)-5-methyl-3-nitro-2-pyridyl]-2-oxo-propanoate C(C)(C)(C)OC(=O)NC1=C(C=C(C(=N1)CC(C(=O)OCC)=O)[N+](=O)[O-])C